N1N=CC2=CC=C(C=C12)C(=O)N 1H-indazole-6-carboxamide